5-(3-(4-((3-fluoro-4-(trifluoromethoxy)benzyl)amino)butoxy)azetidin-1-yl)benzo[c][2,6]naphthyridine-8-carboxylic acid FC=1C=C(CNCCCCOC2CN(C2)C2=NC3=C(C4=CN=CC=C24)C=CC(=C3)C(=O)O)C=CC1OC(F)(F)F